2-[4-[4-[(2,6-dioxo-3-piperidyl)oxy]-2-fluorosulfonyl-phenyl]-1-piperidyl]acetic acid O=C1NC(CCC1OC1=CC(=C(C=C1)C1CCN(CC1)CC(=O)O)S(=O)(=O)F)=O